FC=1C(=C(C(=O)NOCCO)C=CC1)F DIFLUORO-N-(2-HYDROXYETHOXY)BENZAMIDE